(3-(methoxymethoxy)cyclobutane-1,1-diyl)dimethanol COCOC1CC(C1)(CO)CO